6-[6-(Difluoromethyl)pyridin-3-yl]-2-(3-fluorophenyl)-N-[(1-hydroxycyclohexyl)methyl]-3-oxo-2,3-dihydropyridazine-4-carboxamide FC(C1=CC=C(C=N1)C=1C=C(C(N(N1)C1=CC(=CC=C1)F)=O)C(=O)NCC1(CCCCC1)O)F